Ethyl-butyl acrylate C(C=C)(=O)OC(CCC)CC